C(C1=CC=CC=C1)(C1=CC=CC=C1)NC=1C=C(C=CC1[N+](=O)[O-])NCC(C)N(C)C N3-benzhydryl-N1-(2-(dimethylamino)propyl)-4-nitrobenzene-1,3-diamine